ClC1=C(C(=C(N=N1)OC1=CC(=CC=C1)Cl)C(=O)O)C 6-chloro-3-(3-chlorophenoxy)-5-methyl-pyridazine-4-carboxylic acid